COC=1C=C2C(=NC=NC2=CC1OC)N1N=C(N=C1N)N 1-(6,7-dimethoxyquinazolin-4-yl)-1H-[1,2,4]Triazole-3,5-diamine